ClC1=C2CNCC2=CC=C1F 4-chloro-5-fluoro-2,3-dihydro-1H-isoindole